P(=O)(O)(OP(=O)(O)O)C1(NC(N([C@H]2[C@H](O)[C@H](O)[C@@H](CO)O2)C=C1)=O)N 4-diphosphocytidine